FC1=CC=C(OC=2C=CC(=NC2)NC(C(C)N2CC3CCC(C2)N3C(=O)C3=CNC(C=C3)=O)=O)C=C1 N-(5-(4-fluorophenoxy)pyridin-2-yl)-2-(8-(6-oxo-1,6-dihydropyridine-3-carbonyl)-3,8-diazabicyclo[3.2.1]octan-3-yl)propanamide